methyl 3-((4-fluorophenyl)ethynyl)-4-(((1-(4-nitrophenyl)-1H-pyrazol-3-yl)methyl)sulfonyl)benzoate Methyl-3-iodo-4-(((1-(4-nitrophenyl)-1H-pyrazol-3-yl)methyl)sulfonyl)benzoate COC(C1=CC(=C(C=C1)S(=O)(=O)CC1=NN(C=C1)C1=CC=C(C=C1)[N+](=O)[O-])I)=O.FC1=CC=C(C=C1)C#CC=1C=C(C(=O)OC)C=CC1S(=O)(=O)CC1=NN(C=C1)C1=CC=C(C=C1)[N+](=O)[O-]